2-[(1Z)-5-fluoro-2-methyl-1-{[3-(2-phenylethyl)phenyl]methylidene}-1H-inden-3-yl]acetic acid FC=1C=C2C(=C(/C(/C2=CC1)=C/C1=CC(=CC=C1)CCC1=CC=CC=C1)C)CC(=O)O